(2S,3S,4R,5R)-5-(6-(2-fluoro-5-methylbenzylamino)-2-(5-methoxypyridin-3-yl)-9H-purin-9-yl)-3,4-dihydroxyl-N-methyl-tetrahydrofuran-2-formamide FC1=C(CNC2=C3N=CN(C3=NC(=N2)C=2C=NC=C(C2)OC)[C@H]2[C@@H]([C@@H]([C@H](O2)C(=O)NC)O)O)C=C(C=C1)C